N-[4-(3-chlorophenoxy)-3-sulfamoylphenyl]-2-(2,6-dichloro-4-methylphenyl)acetamide Pyridin-4-yl-trifluoromethanesulfonate N1=CC=C(C=C1)OS(=O)(=O)C(F)(F)F.ClC=1C=C(OC2=C(C=C(C=C2)NC(CC2=C(C=C(C=C2Cl)C)Cl)=O)S(N)(=O)=O)C=CC1